(5aR,5bS,7aS,8S,10aS,10bR)-5a,7a-dimethyl-2-((3-morpholinopropyl)amino)-5,5a,5b,6,7,7a,8,9,10,10a,10b,11-dodecahydro-4H-cyclopenta[7,8]phenanthro[2,1-d]thiazol-8-yl pentanoate C(CCCC)(=O)O[C@H]1CC[C@@H]2[C@@]1(CC[C@@H]1[C@]3(CCC=4N=C(SC4C3=CC[C@@H]21)NCCCN2CCOCC2)C)C